N-((3-(4-(((3S,4R)-3-fluoro-1-methylpiperidin-4-yl)amino)-1-(2,2,2-trifluoroethyl)-1H-indol-2-yl)-1,2,4-oxadiazol-5-yl)methyl)-1-(1-fluoropropan-2-yl)-1H-pyrrole-3-carboxamide F[C@H]1CN(CC[C@H]1NC1=C2C=C(N(C2=CC=C1)CC(F)(F)F)C1=NOC(=N1)CNC(=O)C1=CN(C=C1)C(CF)C)C